ClC1=NC=C2C(=N1)N(N=C2)C[C@H]2N(C[C@@H](C2)O)C(C)=O 1-((2S,4R)-2-((6-chloro-1H-pyrazolo[3,4-d]pyrimidin-1-yl)methyl)-4-hydroxypyrrolidin-1-yl)ethan-1-one